NC=1C=CC(=NC1)N1N=C(C(=C1)C1=CN=C(N1C)C(=O)NC1=CC(=C(C=C1)C(=O)N1CCN(CC1)C(=O)C1CC[N+](CC1)(C)C)Cl)C#N 5-[1-(5-amino-2-pyridyl)-3-cyano-pyrazol-4-yl]-N-[3-chloro-4-[4-(1,1-dimethylpiperidin-1-ium-4-carbonyl)piperazine-1-carbonyl]phenyl]-1-methyl-imidazole-2-carboxamide